4-(5-methyl-5,6-dihydropyrrolo[3,4-c]pyrazol-2(4H)-yl)aniline CN1CC2=NN(C=C2C1)C1=CC=C(N)C=C1